N[C@@H](CC1=CC=C(C=C1)O)C(=O)N1[C@@H](CCC1)C(=O)N[C@@H](CC1=CC=CC=C1)C(=O)N[C@@H](CC1=CC=CC=C1)C(=O)N L-Tyrosyl-L-Prolyl-L-Phenylalanyl-L-Phenylalaninamide